Cl.S(SC(CN)(C)C)C(CN)(C)C 2,2'-disulfanediylbis(2-methylpropan-1-amine) hydrochloride